3-(2,4-Bis(benzyloxy)-6-fluorophenyl)-1-(3,4-bis(methoxymethoxy)phenyl)-2-(methoxymethoxy)propan-1-ol C(C1=CC=CC=C1)OC1=C(C(=CC(=C1)OCC1=CC=CC=C1)F)CC(C(O)C1=CC(=C(C=C1)OCOC)OCOC)OCOC